FC1=CC(=C(C=C1)C1=NC=C(C=N1)CCN)OC=1N(N=C(C1)N1CCOCC1)C 2-[2-[4-fluoro-2-(2-methyl-5-morpholin-4-ylpyrazol-3-yl)oxyphenyl]pyrimidin-5-yl]ethanamine